NC=1C(=C(C=C2C=C(N=CC12)NC=1C=C2CN(C(C2=CC1)=O)C1CC1)C1=C(C2=C(OCCN2)N=C1)C)F 5-((8-amino-7-fluoro-6-(8-methyl-2,3-dihydro-1H-pyrido[2,3-b][1,4]oxazin-7-yl)isoquinolin-3-yl)amino)-2-cyclopropylisoindolin-1-one